ClCCCC=1C(=C2CC(CC2=C(C1B1N(C(C2=C(N1P(C1CCCCC1)C1CCCCC1)C=CC=C2)=O)C)C)(C(=O)OC)C(=O)OC)C (S)-dimethyl 5-(3-chloropropyl)-6-(1-(dicyclohexylphosphaneyl)-3-methyl-4-oxo-3,4-dihydrobenzo[d][1,3,2]diazaborinin-2(1H)-yl)-4,7-dimethyl-1,3-dihydro-2H-indene-2,2-dicarboxylate